ClC=1C=C(C=CC1)NC(C1=CC=C(C=C1)N1CCNCC1)=O N-(3-chlorophenyl)-4-piperazin-1-ylbenzamide